N-(2-(1-(2-(4-(4-((2,6-dioxopiperidin-3-yl)amino)-2-fluorophenyl)piperidin-1-yl)acetyl)piperidin-4-yl)-6-isopropoxy-2H-indazol-5-yl)-6-(trifluoromethyl)picolinamide O=C1NC(CCC1NC1=CC(=C(C=C1)C1CCN(CC1)CC(=O)N1CCC(CC1)N1N=C2C=C(C(=CC2=C1)NC(C1=NC(=CC=C1)C(F)(F)F)=O)OC(C)C)F)=O